(S)-4-(1,2-dihydroxyethyl)-6-(1-(4-(trifluoromethyl)benzyl)-1H-indol-5-yl)picolinamide O[C@H](CO)C1=CC(=NC(=C1)C=1C=C2C=CN(C2=CC1)CC1=CC=C(C=C1)C(F)(F)F)C(=O)N